6-(6-((1R,4R)-5-(azetidin-3-ylmethyl)-2,5-diazabicyclo[2.2.1]heptan-2-yl)pyridin-3-yl)-4-methoxypyrazolo[1,5-a]pyridine-3-carbonitrile N1CC(C1)CN1[C@H]2CN([C@@H](C1)C2)C2=CC=C(C=N2)C=2C=C(C=1N(C2)N=CC1C#N)OC